C(N)(OC(CC=1OC(=NN1)C)C1=C(C=CC(=C1)C1=CC=C(C=C1)C(F)(F)F)F)=O [1-[2-fluoro-5-[4-(trifluoromethyl)phenyl]phenyl]-2-(5-methyl-1,3,4-oxadiazole-2-yl)ethyl] carbamate